7-(5-(((3,3-Difluorocyclobutyl)-methyl)sulfonyl)-2-methylphenyl)imidazo[2,1-f][1,2,4]triazin-4-amine FC1(CC(C1)CS(=O)(=O)C=1C=CC(=C(C1)C1=CN=C2C(=NC=NN21)N)C)F